2-(4-Fluorophenyl)pyrido[2,3-e][1,2,4]triazolo[1,5-c]pyrimidin-5(6H)-one FC1=CC=C(C=C1)C1=NN2C(NC3=C(C2=N1)N=CC=C3)=O